N-(3,5-Dichlorophenyl)-N1-(3-fluorophenyl)-6-morpholin-4-yl-[1,3,5]triazine-2,4-diamine ClC=1C=C(C=C(C1)Cl)NC1N(C(=NC(=N1)N)N1CCOCC1)C1=CC(=CC=C1)F